COC1=C(CN2CC=3C(=NC=C(C3C2=O)NC2=NC=C(C=C2)N2CCN(CC2)C)C2=CN(C3=NC=CC=C32)C(=O)OC(C)(C)C)C=CC(=C1)OC tert-butyl 3-(2-(2,4-dimethoxybenzyl)-7-((5-(4-methylpiperazin-1-yl)pyridin-2-yl)amino)-1-oxo-2,3-dihydro-1H-pyrrolo[3,4-c]pyridin-4-yl)-1H-pyrrolo[2,3-b]pyridine-1-carboxylate